[OH-].C1(=CC=CC=CC1)[Sn+]=O (cycloheptatrienyl)tin oxide hydroxide